CC=1N=C(OC1C)C1CC2(C1)N(C(CN(C2=O)C(C)C)=O)CC2=CC=C(C=C2)C(F)(F)F (2r,4r)-2-(4,5-dimethyl-oxazol-2-yl)-8-isopropyl-5-(4-(trifluoromethyl)benzyl)-5,8-diazaspiro[3.5]nonane-6,9-dione